(1aR,5aR)-2-(4-Cyano-pyridin-2-yl)-1a,2,5,5a-tetrahydro-1H-2,3-diaza-cyclopropa[a]pentalene-4-carboxylic Acid (1-Pyridin-2-yl-cyclobutyl)-amide N1=C(C=CC=C1)C1(CCC1)NC(=O)C=1C=2C[C@@H]3[C@H](C2N(N1)C1=NC=CC(=C1)C#N)C3